N-[[4-[2-[(2S)-2-methylazetidin-1-yl]-6,7-dihydro-5H-cyclopenta[d]pyrimidin-4-yl]phenyl]methyl]methanesulfonamide C[C@@H]1N(CC1)C=1N=C(C2=C(N1)CCC2)C2=CC=C(C=C2)CNS(=O)(=O)C